1,2-di-(6E-octadecenoyl)-sn-glycero-3-phosphocholine CCCCCCCCCCC/C=C/CCCCC(=O)OC[C@H](COP(=O)([O-])OCC[N+](C)(C)C)OC(=O)CCCC/C=C/CCCCCCCCCCC